FC1=C2C=C(N(C2=CC=C1)C1=NC=CC=C1)C=1C2(C3=CC=CC=C3C1)CCC2 4-Fluoro-1-(pyridin-2-yl)-2-(spiro[cyclobutane-1,1'-inden]-2'-yl)-1H-indole